C(C1=CC=CC=C1)OC1=CC=C(C=C1)C(C(=O)OC)C(=O)OC dimethyl 2-(4-benzyloxyphenyl)propanedioate